(2R,3R,4R,5S)-2-methyl-1-(4-((tetrahydrofuran-3-yl)oxy)phenethyl)piperidine-3,4,5-triol C[C@H]1N(C[C@@H]([C@H]([C@@H]1O)O)O)CCC1=CC=C(C=C1)OC1COCC1